C(C1=CC=CC=C1)OC1=C(C=C(C=C1Br)Br)B(O)O 2-benzyloxy-3,5-dibromophenylboronic acid